tert-butyl (R)-2-(5-((1-(dibenzo[b,d]furan-2-yl)ethyl)amino)-2-(methylsulfonyl)-6-oxopyrimidin-1(6H)-yl)acetate C1=C(C=CC=2OC3=C(C21)C=CC=C3)[C@@H](C)NC3=CN=C(N(C3=O)CC(=O)OC(C)(C)C)S(=O)(=O)C